1-eicosyl-2-(4Z,7Z,10Z,13Z,16Z,19Z-docosahexaenoyl)-glycero-3-phosphocholine CCCCCCCCCCCCCCCCCCCCOC[C@H](COP(=O)([O-])OCC[N+](C)(C)C)OC(=O)CC/C=C\C/C=C\C/C=C\C/C=C\C/C=C\C/C=C\CC